(S)-N-benzyl-N-methyl-N-(isopropyl)prop-2-yn-1-aminium bromide [Br-].C(C1=CC=CC=C1)[N@+](CC#C)(C(C)C)C